C(C1=CC=CC=C1)OC(=O)N1CCC(=CC1C1=CC=C(C=C1)C(=O)OC)OS(=O)(=O)C(F)(F)F 6-(4-(methoxycarbonyl)phenyl)-4-(((trifluoromethyl)sulfonyl)oxy)-3,6-dihydropyridine-1(2H)-carboxylic acid benzyl ester